diacetyloxy-ethyl-ethenyl-silane C(C)(=O)O[Si](C=C)(CC)OC(C)=O